2-(1-Acetylpiperidin-4-yl)-N-(5-chloro-4-(5,5-dimethyl-5,6-dihydro-4H-pyrrolo[1,2-b]pyrazol-3-yl)pyridin-2-yl)acetamide C(C)(=O)N1CCC(CC1)CC(=O)NC1=NC=C(C(=C1)C1=C2N(N=C1)CC(C2)(C)C)Cl